The molecule is a long-chain fatty acyl-CoA that results from the formal condensation of the thiol group of coenzyme A with the carboxy group of pentadecanoic acid. It is a long-chain fatty acyl-CoA and an 11,12-saturated fatty acyl-CoA. It derives from a nonadecanoic acid. It is a conjugate acid of a nonadecanoyl-CoA(4-). CCCCCCCCCCCCCCCCCCC(=O)SCCNC(=O)CCNC(=O)[C@@H](C(C)(C)COP(=O)(O)OP(=O)(O)OC[C@@H]1[C@H]([C@H]([C@@H](O1)N2C=NC3=C(N=CN=C32)N)O)OP(=O)(O)O)O